N-phenethyl-nonanamide C(CC1=CC=CC=C1)NC(CCCCCCCC)=O